(S)-N-(4-(3-aminopiperidin-1-yl)-5-(1-(2-(dimethylamino)ethyl)-1H-pyrazol-4-yl)pyridin-2-yl)-2-(2-fluoro-6-methoxyphenyl)pyrimidin-4-amine N[C@@H]1CN(CCC1)C1=CC(=NC=C1C=1C=NN(C1)CCN(C)C)NC1=NC(=NC=C1)C1=C(C=CC=C1OC)F